BrC=1C=C2C(=NN=C(C2=CC1)NC(C)C1=C(C(=CC=C1)C(F)F)F)Cl (6-bromo-4-chloro-phthalazin-1-yl)-[1-(3-difluoromethyl-2-fluoro-phenyl)-ethyl]-amine